1,2,2,2-tetrafluoroethylethyl ether FC(C(F)(F)F)OCC